2-isopropyl-1H-benzoimidazole-4-carboxylic acid (piperidin-4-ylmethyl)amide bis-trifluoroacetate FC(C(=O)O)(F)F.FC(C(=O)O)(F)F.N1CCC(CC1)CNC(=O)C1=CC=CC=2NC(=NC21)C(C)C